The molecule is a carbohydrate acid derivative anion arising from deprotonation of the carboxylic acid and sulfate groups of the repeating units of heparan sulfate alpha-D-glucosaminide N-sulfate; major species at pH 7.3. It is a carbohydrate acid derivative anion, an ionic polymer and an organic sulfamate oxoanion. C([C@@H]1[C@H]([C@@H]([C@H]([C@H](O1)O[C@H]2[C@@H]([C@H]([C@@H](O[C@H]2C(=O)[O-])O[C@@H]3[C@H](O[C@@H]([C@@H]([C@H]3O)NS(=O)(=O)[O-])O)COS(=O)(=O)[O-])OS(=O)(=O)[O-])O)NS(=O)(=O)[O-])O)O)O